cis-acetic acid-3-hexenyl ester C(CC=CCC)OC(C)=O